methyl 2-[[4-[6-[[1-(cyanomethyl)pyrazol-3-yl]methoxy]-2-pyridyl]-2,5-difluorophenyl]methyl]-3-[[(2S)-oxetan-2-yl]methyl]benzimidazole-5-carboxylate C(#N)CN1N=C(C=C1)COC1=CC=CC(=N1)C1=CC(=C(C=C1F)CC=1N(C2=C(N1)C=CC(=C2)C(=O)OC)C[C@H]2OCC2)F